N1[C@@H](CC1)COC=1C=CC(=C(C(=O)NC2(CC2)C2=C3C=CC=NC3=CC(=C2)\C=C\C2CC2)C1)C (S,E)-5-(Azetidin-2-ylmethoxy)-N-(1-(7-(2-cyclopropylvinyl)quinolin-5-yl)cyclopropyl)-2-methylbenzamide